Cl.N[C@H]1CN(CC[C@@H]1O)C1=NC=C(C=C1Cl)C(F)(F)F |o1:2,7| (3S*,4S*)-3-amino-1-(3-chloro-5-(trifluoromethyl)pyridin-2-yl)piperidin-4-ol hydrochloride